4-{2-methyl-5H,6H,7H-pyrazolo[1,5-a]pyrimidin-4-yl}-4-oxo-N-[3-(pyridin-4-yl)-1,2-oxazol-5-yl]butanamide CC1=NN2C(N(CCC2)C(CCC(=O)NC2=CC(=NO2)C2=CC=NC=C2)=O)=C1